BrC=1C(=C(C=CC1)NC=1N=CC=C2C=C(C=NC12)CNCCO)C 2-[({8-[(3-bromo-2-methylphenyl)amino]-1,7-naphthyridin-3-yl}methyl)amino]ethanol